O[C@@H](C(=O)N[C@@H](C)C1=CC=C(C(=O)OC)C=C1)C(C)C methyl 4-((S)-1-((R)-2-hydroxy-3-methylbutanamido)ethyl)benzoate